C1(CC1)N1N=C(C(=C1)C=1C2=C(N=CN1)C=C(C(=N2)NC(=O)C21CN(CC1C2)C(=O)OC(C)(C)C)OC)C2=CC=CC=C2 tert-butyl 1-((4-(1-cyclopropyl-3-phenyl-1H-pyrazol-4-yl)-7-methoxypyrido[3,2-d]pyrimidin-6-yl) carbamoyl)-3-azabicyclo[3.1.0]hexane-3-carboxylate